N1=C(C=CC=C1)CNC(=O)[C@@H]1CN(CC[C@H]1NC(=O)C1=NOC(=C1)C1=C(C=C(C=C1)F)F)C1CCCCC1 (3R,4R)-1-Cyclohexyl-4-{[5-(2,4-difluoro-phenyl)-isoxazole-3-carbonyl]-amino}-piperidine-3-carboxylic acid (pyridin-2-ylmethyl)-amide